IC=1C(NC(N(C1)C1CN(CC(O1)CO)C(C1=CC=CC=C1)(C1=CC=CC=C1)C1=CC=CC=C1)=O)=O 5-iodanyl-1-[6-(oxidanylmethyl)-4-[tri(phenyl)methyl]morpholin-2-yl]pyrimidine-2,4-dione